C(C)C(C(=O)[O-])CO 2-ethylhydracrylate